1-(4-fluorophenyl)-4-(((4-methoxyphenyl)sulfonyl)methyl)-4-methyl-3-methylenepyrrolidin-2-one FC1=CC=C(C=C1)N1C(C(C(C1)(C)CS(=O)(=O)C1=CC=C(C=C1)OC)=C)=O